C1=C(C=CC=2C3=CC=CC=C3CC12)S(=O)(=O)NC1=C(C=CC=C1)C#CC=1C=C(C(=NC1)C(=O)O)C 5-{2-[2-(9H-fluorene-2-sulfonamido)phenyl]ethynyl}-3-methylpyridine-2-carboxylic acid